2,2,3,3-tetrafluoropropanehydrazide FC(C(=O)NN)(C(F)F)F